COC1=C(C(=NC=2N1N=C(C2C2=CC=CC=C2)C2=CC=CC=C2)NC2=NN(C=C2)COCC[Si](C)(C)C)C2=CC=C(C=C2)OC 7-methoxy-6-(4-methoxyphenyl)-2,3-diphenyl-N-(1-((2-(trimethylsilyl)ethoxy)methyl)-1H-pyrazol-3-yl)pyrazolo[1,5-a]pyrimidin-5-amine